N1(N=CN=C1)CC(CCC)O 1-(1,2,4-triazol-1-yl)pentan-2-ol